Carbamic Acid Pyridin-4-Ylmethyl Ester N1=CC=C(C=C1)COC(N)=O